ClC=1C=CC(=C(C(=O)NC(C(=O)NC2=C(C=C(C=C2)[N+](=O)[O-])Cl)C(C)C)C1)NS(=O)(=O)C 5-Chloro-N-(1-((2-chloro-4-nitrophenyl)amino)-3-methyl-1-oxobutan-2-yl)-2-(methylsulfonamido)benzamide